6-iodo-7-methoxy-3,4-dihydroisoquinolin-1(2H)-one IC=1C=C2CCNC(C2=CC1OC)=O